4-(4-{5-[5-fluoro-6-(2-methoxyethoxy)-1H-indazol-3-yl]-1,2-oxazol-3-yl}phenyl)morpholin-3-one FC=1C=C2C(=NNC2=CC1OCCOC)C1=CC(=NO1)C1=CC=C(C=C1)N1C(COCC1)=O